O=C1NC(CCC1N1C(C2=CC=C(C=C2C1)N1N=NC(=C1)C=1C=C(C(N(C1)C)=O)C(=O)OC)=O)=O methyl 5-{1-[2-(2,6-dioxopiperidin-3-yl)-1-oxo-3H-isoindol-5-yl]-1,2,3-triazol-4-yl}-1-methyl-2-oxopyridine-3-carboxylate